3-(1H-pyrazol-3-yl)-1-[(4-methylphenyl)dioxy-λ6-thio]-5-[4-(4-methylpiperazin-1-yl)phenyl]pyrrolo[2,3-b]pyridine N1N=C(C=C1)C1=CN(C2=NC=C(C=C21)C2=CC=C(C=C2)N2CCN(CC2)C)[SH4]OOC2=CC=C(C=C2)C